FC1(CN(CC[C@@H]1NC)C(=O)OC(C)(C)C)F tert-butyl (S)-3,3-difluoro-4-(methylamino)piperidine-1-carboxylate